3-Chloro-5-(2-cyanopropan-2-yl)benzoic acid ClC=1C=C(C(=O)O)C=C(C1)C(C)(C)C#N